tert-Butyl 1,1-difluoro-2-{3-[4-fluoro-2-(trifluoromethyl)phenyl]isothiazol-5-yl}-6-azaspiro[2.5]octane-6-carboxylate FC1(C(C12CCN(CC2)C(=O)OC(C)(C)C)C2=CC(=NS2)C2=C(C=C(C=C2)F)C(F)(F)F)F